tert-butyl (6,7-difluoro-5-(fluoromethoxy-d2)-4-(4,4,5,5-tetramethyl-1,3,2-dioxaborolan-2-yl)naphthalen-2-yl)carbamate FC=1C(=C2C(=CC(=CC2=CC1F)NC(OC(C)(C)C)=O)B1OC(C(O1)(C)C)(C)C)OC([2H])([2H])F